BrC=1C=C2C=C(N=CC2=CC1)NC(=O)C1=CC(=NC=C1)N1CCC(CC1)NC(OC(C)(C)C)=O tert-butyl (1-(4-((6-bromoisoquinolin-3-yl)carbamoyl)pyridin-2-yl)piperidin-4-yl)carbamate